OC(CN(CCCC(=O)OCCN1CCN(CC1)CCSSCCCCN(CC(CCCCCCCC)O)CC(CCCCCCCC)O)CC(CCCCCC\C=C/C\C=C/CCCCC)O)CCCCCC\C=C/C\C=C/CCCCC 2-(4-(2-((4-(Bis(2-hydroxydecyl)amino)butyl)disulfaneyl)ethyl)piperazin-1-yl)ethyl 4-(bis((9Z,12Z)-2-hydroxyoctadeca-9,12-dien-1-yl)amino)butanoate